NC=1C=2N(C=CN1)C(=NC2C2=CC=C(C=C2)C(C(F)(F)F)(C2=CC(=CC=C2)C(F)(F)F)O)[C@H]2CN1C(CC[C@@H]1CC2)=O (6R,8aS)-6-[8-Amino-1-(4-{2,2,2-trifluoro-1-hydroxy-1-[3-(trifluoromethyl)phenyl]ethyl}phenyl)-imidazo[1,5-a]pyrazin-3-yl]hexahydroindolizin-3(2H)-on